O1C(C=CC1)C1(CN(CC1)CC1=CC=C(C=C1)NC(C)=O)CCC1=CC=CC=C1 N-(4-((3-(2,5-dihydrofuran-2-yl)-3-phenethylpyrrolidin-1-yl)methyl)phenyl)acetamide